BrC1=CC=C(C(=N1)CO)C1CCOCC1 (6-bromo-3-(tetrahydro-2H-pyran-4-yl)pyridin-2-yl)methanol